COC1CN(C1)C1=NC=CC(=C1)C1=NOC(=N1)[C@H](C)NC(=O)C1=CC(=NN1C)C(F)(F)F (S)-N-(1-(3-(2-(3-methoxyazetidin-1-yl)pyridin-4-yl)-1,2,4-oxadiazol-5-yl)ethyl)-1-methyl-3-(trifluoromethyl)-1H-pyrazole-5-carboxamide